1,3-dimethyl-4-nitro-1H-pyrazole-5-carboxylic acid methyl ester COC(=O)C1=C(C(=NN1C)C)[N+](=O)[O-]